2-({8-bromo-3-oxo-1H,2H,3H-benzo[e]isoindol-2-yl}methyl)prop-2-enenitrile BrC=1C=CC2=C(C=3CN(C(C3C=C2)=O)CC(C#N)=C)C1